[N+](=O)([O-])C1=CC2=C(N=C(S2)C2=CC=C(C=C2)C=2C=CC(=NC2)NC(OC(C)(C)C)=O)C=C1 tert-Butyl (5-(4-(6-nitrobenzo[d]thiazol-2-yl)phenyl)pyridin-2-yl)carbamate